ClC1=NC=NC2=CC=C(C(=C12)Cl)[N+](=O)[O-] 4,5-Dichloro-6-nitroquinazoline